C(C)(C)(C)OC(NCCC#CC1=CC=C(C=C1)CO)=O tert-Butyl(4-(4-(hydroxymethyl)phenyl)but-3-yn-1-yl)carbamate